methyl 2-bromo-2-(6-fluoro-1,1-dimethylisochroman-8-yl)acetate BrC(C(=O)OC)C=1C=C(C=C2CCOC(C12)(C)C)F